COC1=CC=C(C=C1)C1=C(C=2C(=NC=C3C2N(C(N3C)=O)C3C[C@@H]2CCC(C3)N2C(=O)NC)N1)C=1C=C2C=NN(C2=CC1)C (1S)-3-(7-(4-methoxyphenyl)-3-methyl-8-(1-methyl-1H-indazol-5-yl)-2-oxo-3,6-dihydroimidazo[4,5-d]pyrrolo[2,3-b]pyridin-1(2H)-yl)-N-methyl-8-azabicyclo[3.2.1]octane-8-carboxamide